2-(4-(2-((3-(Bis((Z)-2-hydroxyoctadec-9-en-1-yl)amino)propyl)disulfaneyl)ethyl)piperazin-1-yl)ethyl 5-(bis(2-hydroxydodecyl)amino)pentanoate OC(CN(CCCCC(=O)OCCN1CCN(CC1)CCSSCCCN(CC(CCCCCC\C=C/CCCCCCCC)O)CC(CCCCCC\C=C/CCCCCCCC)O)CC(CCCCCCCCCC)O)CCCCCCCCCC